C1(CC1)C=1N=CN(C1)C=1C(=C(C(=O)NC2=NC(=CC=C2)N2N=NN=C2C(C)C)C=CC1C)F (4-cyclopropyl-1H-imidazol-1-yl)-N-(6-(5-isopropyl-1H-tetrazol-1-yl)pyridin-2-yl)-2-fluoro-4-methylbenzamide